2-tridecene-nitrile C(C=CCCCCCCCCCC)#N